3-amino-1-(4-((5-(2-hydroxy-4-(1H-pyrazol-4-yl)phenyl)pyrazin-2-yl)oxy)-2,2,6,6-tetramethylpiperidin-1-yl)propan-1-one NCCC(=O)N1C(CC(CC1(C)C)OC1=NC=C(N=C1)C1=C(C=C(C=C1)C=1C=NNC1)O)(C)C